diethyl-2,6-dimethyl-4-(2-nitrophenyl)-1,4-dihydro-3,5-pyridinedicarboxylic acid C(C)C1(C(=C(N(C(=C1C(=O)O)C)CC)C)C(=O)O)C1=C(C=CC=C1)[N+](=O)[O-]